(1Z)-1-[(R)-tert-butylsulfinyl]imino-4-fluoro-spiro[indan-2,4'-piperidine]-1'-carboxylic acid tert-butyl ester C(C)(C)(C)OC(=O)N1CCC2(CC1)/C(/C1=CC=CC(=C1C2)F)=N/[S@](=O)C(C)(C)C